BrCCCOC=1C=C(C(=O)N)C=C(C1Cl)[N+](=O)[O-] 3-(3-bromopropoxy)-4-chloro-5-nitro-benzamide